C(C)O[Si](C)(C)C(C)(C)C ethoxyt-butyl-dimethyl-silane